N1=C(C(=CC=C1)C(=O)[O-])C1=NC=CC=C1 2,2'-bipyridinate